3-(1-(4-isopropylbenzyl) carbamoyl piperidin-3-ylphenoxy)-2-methylpropionate C(C)(C)C1=CC=C(CNC(=O)N2CC(CCC2)C2=C(OCC(C(=O)[O-])C)C=CC=C2)C=C1